caprylic acid 2-ethylhexyl ester C(C)C(COC(CCCCCCC)=O)CCCC